S(=O)(=O)(ON1[C@@H]2CC[C@H](N(C1=O)C2)C(NS(=O)(=O)C2=NC=C(C=N2)F)=N)O (2S,5R)-2-(N-((5-fluoropyrimidin-2-yl) sulfonyl) carbamimidoyl)-7-oxo-1,6-diazabicyclo[3.2.1]octan-6-yl hydrogen sulfate